C(#N)C1(CC1)CN1N=CC(=C1)S(=O)(=O)NC=1C=CC(=C2C(=CNC12)C#N)C 1-[(1-cyanocyclopropyl)methyl]-N-(3-cyano-4-methyl-1H-indol-7-yl)pyrazole-4-sulfonamide